NC1=C(C=C(N=N1)C1=C(C=CC=C1)O)N1CC2CCC(C1)N2C2=CC(=NC=C2)C#CCN2CC1(CC1)C2 2-[6-amino-5-[8-[2-[3-(5-azaspiro[2.3]hexan-5-yl)prop-1-ynyl]-4-pyridyl]-3,8-diazabicyclo[3.2.1]octan-3-yl]pyridazin-3-yl]phenol